O[C@@H]1C[C@H]2[C@H](CCCC3=C(O2)C=C(C=C3)C(=O)O)[C@H]1\C=C\C(C(CC#CC)C)O (2R,3R,3aR,11aS)-2-hydroxy-3-[(1E,3ξ)-3-hydroxy-4-methyl-1-octen-6-yn-1-yl]-1,2,3,3a,4,5,6,11a-octahydrobenzo[b]cyclopenta[g]oxocine-9-carboxylic acid